(S)-4-bromo-3-chloro-2-fluoro-N-(1,1,1-trifluoropropan-2-yl)benzenesulfonamide BrC1=C(C(=C(C=C1)S(=O)(=O)N[C@H](C(F)(F)F)C)F)Cl